(1R,2S)-indeneamine [C@H]1(C=CC2=CC=CC=C12)N